5-chloro-N2-(5-(piperidin-1-yl)pyridin-2-yl)-N4-(3-(trifluoromethyl)phenyl)pyrimidine-2,4-diamine ClC=1C(=NC(=NC1)NC1=NC=C(C=C1)N1CCCCC1)NC1=CC(=CC=C1)C(F)(F)F